CC=1OC2=C(N1)C=C(C=C2)C2=NC=C(C=C2)[Si](C)(C)C 2-methyl-5-(5-(trimethylsilyl)pyridin-2-yl)benzo[d]oxazole